O(C1=CC=CC=C1)CCCC(=O)NCC(=O)N1C(CC(C1)C1=CC=CC=C1)C(=O)N 1-((4-phenoxybutyryl)glycyl)-4-phenylpyrrolidine-2-carboxamide